C(C(=C)C)(=O)OC12C3C(CC(C2C2CCC1C2)C3)CC 3-ethyl-3-exo-tetracyclo[4.4.0.12,5.17,10]dodecyl methacrylate